4-{[4-fluoro-3-(2,2,2-trifluoroethyl)-1H-pyrazol-1-yl]methyl}pyridine FC=1C(=NN(C1)CC1=CC=NC=C1)CC(F)(F)F